C1N(CCC2=CC=CC=C12)C1CCNC1 cis-4-(3,4-dihydroisoquinolin-2(1H)-yl)pyrrolidine